(cyclopentylmethyl(methyl)amino)-1-oxo-2,3-Dihydro-1H-pyrrolo[3,4-c]pyridine-4-carboxylic acid methyl ester COC(=O)C1=NC=CC2=C1CN(C2=O)N(C)CC2CCCC2